COC1=C(OC)C(OC)=CC(\C=C/C)=C1 (Z)-Isoelemicin